Tert-Butanol hydroperoxide [O-]O.C(C)(C)(C)O